CCCCCCCCCCCCCCCCC(=O)O[C@H]1CC[C@@]2([C@H]3CC[C@]4([C@H]([C@@H]3CC=C2C1)CC[C@@H]4[C@H](C)CCCC(C)C)C)C The molecule is a cholesterol ester obtained by the formal condensation of cholesterol with margaric acid. It has a role as a mouse metabolite. It derives from a heptadecanoic acid.